BrC1=CC(=NN1)CCl 5-bromo-3-(chloromethyl)-1H-pyrazole